6-(benzo[d]thiazol-7-yl)-N-(2-ethynyl-thiazol-4-yl)-3,4-dihydroisoquinoline-2(1H)-carboxamide S1C=NC2=C1C(=CC=C2)C=2C=C1CCN(CC1=CC2)C(=O)NC=2N=C(SC2)C#C